C(C)(C)(C)OCCC(C(=O)OC(C)(C)C)N1C(C=C(C(=C1)OC)C1=C(C=CC(=C1)Cl)C1=NOC=C1)=O tert-Butyl 4-tert-butoxy-2-{4-[5-chloro-2-(1,2-oxazol-3-yl)phenyl]-5-methoxy-2-oxopyridin-1(2H)-yl}butanoate